9-(4-bromophenyl)-N-(4-methoxyphenyl)-10-(trityloxymethyl)-1,6-diazabicyclo[6.2.0]decane-6-carboxamide BrC1=CC=C(C=C1)C1C2CN(CCCCN2C1COC(C1=CC=CC=C1)(C1=CC=CC=C1)C1=CC=CC=C1)C(=O)NC1=CC=C(C=C1)OC